C(C)(C)(C)OCCN(CC[C@@H](C(=O)O)NC(=O)C1=CC=NN1C(F)F)CCCCC1=NC=2NCCCC2C=C1 (S)-4-((2-(tert-butoxy)ethyl)(4-(5,6,7,8-tetrahydro-1,8-naphthyridin-2-yl)butyl)amino)-2-(1-(difluoromethyl)-1H-pyrazole-5-carboxamido)butanoic acid